(S)-N-methyl-2-oxo-N-(1-tosyl-1H-pyrrolo[2,3-b]pyridin-6-yl)-oxazolidine-4-carboxamide CN(C(=O)[C@H]1NC(OC1)=O)C1=CC=C2C(=N1)N(C=C2)S(=O)(=O)C2=CC=C(C)C=C2